tert-butyl 4-(3-bromo-5-isopropyl-pyrazol-1-yl)piperidine-1-carboxylate BrC1=NN(C(=C1)C(C)C)C1CCN(CC1)C(=O)OC(C)(C)C